CC1=CC=C(C(=O)O)C=C1.CC1=CC=C(C(=O)O)C=C1.P(=O)(OOCCCCCCCCC)(O)O n-nonyloxy phosphate bis(4-methylbenzoate)